OC(CCC=C)(C=C)C=1NC(C=2SC=C3OCCCC1C32)=O 7-(1-hydroxy-1-vinyl-pent-4-enyl)-12-oxa-3-thia-6-azatricyclo[6.4.1.04,13]Tridec-1,4(13),7-trien-5-one